Cl.ClC=1C=C(C=CC1Cl)C1CNC(C2=CC=CC=C12)([2H])[2H] 4-(3,4-dichlorophenyl)-1,2,3,4-tetrahydroisoquinoline-1,1-d2 HCl salt